C(#N)C1=C(N=C(S1)N(C1=C(N=C2N1C=C(C=C2)C=2C=NC(=NC2)C2CCN(CC2)C(=O)OC(C)(C)C)CC)C)C2=CC=C(C=C2)F tert-butyl 4-(5-(3-((5-cyano-4-(4-fluorophenyl)thiazol-2-yl)(methyl)amino)-2-ethyl imidazo[1,2-a]pyridin-6-yl)pyrimidin-2-yl)piperidine-1-carboxylate